NC=1N=CN(C(C1C(=O)NC=1C=C(C=NC1)[C@H](C)NC(OC(C)(C)C)=O)=O)C1=C(C=C(C=C1C)CC)C tert-butyl (S)-(1-(5-(4-amino-1-(4-ethyl-2,6-dimethylphenyl)-6-oxo-1,6-dihydropyrimidine-5-carboxamido)pyridin-3-yl)ethyl)carbamate